ClC1=C(C(=NN1CC)C1CC1)CSC1=NOC(C1)(C)C (((5-chloro-3-(cyclopropyl)-1-ethyl-1H-pyrazol-4-yl)methyl)thio)-5,5-dimethyl-4,5-dihydroisoxazole